BrC=1C=NC(=C(C(=O)OC)C1)C(Br)Br methyl 5-bromo-2-(dibromomethyl)nicotinate